(S)-2-amino-N-(4-(1,2-dimethyl-6-oxo-1,6-dihydropyridin-3-yl)-3,5-Difluorophenyl)-3,3-diphenylpropionamide hydrochloride Cl.N[C@H](C(=O)NC1=CC(=C(C(=C1)F)C1=C(N(C(C=C1)=O)C)C)F)C(C1=CC=CC=C1)C1=CC=CC=C1